[Yb].[Er] Erbium-Ytterbium